2-((3-bromo-2-chlorophenyl)thio)-4-(1-methylpiperidin-4-yl)pyridine BrC=1C(=C(C=CC1)SC1=NC=CC(=C1)C1CCN(CC1)C)Cl